NC1=C2C(=NC=N1)N(N=C2C2=CC=C(C=C2)OC2=CC=CC=C2)C2CCN(CC2)CC=2C=C(C=NC2F)C2C(NC(CC2)=O)=O 3-(5-((4-(4-amino-3-(4-phenoxyphenyl)-1H-pyrazolo[3,4-d]pyrimidin-1-yl)piperidin-1-yl)methyl)-6-fluoropyridin-3-yl)piperidine-2,6-dione